OC1=C(C=C(C(=O)OC)C=C1C)C1=CN=CN1CCO Methyl 4-hydroxy-3-(1-(2-hydroxyethyl)-1H-imidazol-5-yl)-5-methylbenzoate